N-(3-(2-cyanocyclopropyl)-1-(tetrahydro-2H-pyran-2-yl)-1H-pyrazolo[4,3-c]pyridin-6-yl)acetamide (2,3-dibromopropyl)-Triphosphate BrC(COP(O)(=O)OP(=O)(O)OP(=O)(O)O)CBr.C(#N)C1C(C1)C1=NN(C2=C1C=NC(=C2)NC(C)=O)C2OCCCC2